C(CCCCCCCC)N1C(CCC1)=O N-(n-nonyl)pyrrolidone